N,N-diethylaminomethyl acetate C(C)(=O)OCN(CC)CC